3-isopropyl-5-(4-(((5-(4-(methyl-sulfonyl)phenoxy)thiazolo[5,4-b]pyridin-2-yl)oxy)methyl)piperidin-1-yl)-1,2,4-oxadiazol C(C)(C)C1=NOC(=N1)N1CCC(CC1)COC=1SC2=NC(=CC=C2N1)OC1=CC=C(C=C1)S(=O)(=O)C